FC1=C(C(=O)N[C@@H]2CN(C[C@@H]2F)C(C2=C(C=CC=C2)F)=O)C(=CC=C1)F 2,6-difluoro-N-[(3R,4S)-4-fluoro-1-(2-fluorobenzoyl)pyrrolidin-3-yl]benzamide